(8-chloro-3-(Methoxymethoxy)naphthalen-1-yl)potassium trifluoroborate B(F)(F)F.ClC=1C=CC=C2C=C(C=C(C12)[K])OCOC